FC=1C=CC2=C(NC(=NS2(=O)=O)NCC2=CC(=CC=C2)F)C1[C@H](C)C1=NC(=CC=C1)OC (S)-6-fluoro-3-((3-fluorobenzyl)amino)-5-(1-(6-methoxypyridin-2-yl)ethyl)-4H-benzo[e][1,2,4]thiadiazine 1,1-dioxide